NC1=C(C=C(C=C1)N1CCN(CC1)C1C2CC3(CC(CC1C3)C2)C(=O)OC)OC methyl (cis)-4-(4-(4-amino-3-methoxyphenyl)piperazin-1-yl)adamantan-1-carboxylate